(S)-3-(1H-Benzo[d]imidazol-6-yl)-4-[3-(3-chlorophenyl)phenyl]oxazolidin-2-on N1C=NC2=C1C=C(C=C2)N2C(OC[C@@H]2C2=CC(=CC=C2)C2=CC(=CC=C2)Cl)=O